(2-amino-3-(3-(4-(pyridin-4-yl)benzyl)isoxazol-5-yl)pyridin-1-ium-1-yl)methyl hydrogen phosphate P(=O)(OC[N+]1=C(C(=CC=C1)C1=CC(=NO1)CC1=CC=C(C=C1)C1=CC=NC=C1)N)(O)[O-]